1-[2-[4-(2-chloro-4-fluoro-phenyl)-2-oxo-chromen-7-yl]oxypropionyl]-3-methyl-piperidine-3-carboxylic acid ethyl ester C(C)OC(=O)C1(CN(CCC1)C(C(C)OC1=CC=C2C(=CC(OC2=C1)=O)C1=C(C=C(C=C1)F)Cl)=O)C